BrC1=CN(C=2N=CN=C(C21)N[C@@H]2CC[C@H](CC2)O)S(=O)(=O)C2=CC=C(C)C=C2 (trans)-4-((5-bromo-7-tosyl-7H-pyrrolo[2,3-d]pyrimidin-4-yl)amino)cyclohexan-1-ol